tert-butyl 4,4-difluoro-1-(4-(4-fluorophenyl)-2-hydroxycyclopentyl)piperidin-3-ylcarbamate FC1(C(CN(CC1)C1C(CC(C1)C1=CC=C(C=C1)F)O)NC(OC(C)(C)C)=O)F